O1CCN(CC1)C=1C2=C(N=C(N1)N/N=C/C=1C=C(C=CC1)C)SC(=N2)C(=O)NC2=CC=CC=C2 7-morpholino-5-[(2E)-2-(m-tolylmethylene)hydrazino]-N-phenyl-thiazolo[5,4-d]pyrimidine-2-carboxamide